p-butylphenyl ether C(CCC)C1=CC=C(C=C1)OC1=CC=C(C=C1)CCCC